N-methyl-1-(6-methyl-4-(trifluoromethyl)pyridin-2-yl)pyrrolidine-2-carboxamide CNC(=O)C1N(CCC1)C1=NC(=CC(=C1)C(F)(F)F)C